2-bromo-9-(3-methoxyphenyl)-9H-fluorene BrC1=CC=2C(C3=CC=CC=C3C2C=C1)C1=CC(=CC=C1)OC